O=C1NC(CCC1N1C(C2=CC=CC(=C2C1=O)SCCCCCC(=O)NCCC(=O)O)=O)=O 3-(6-((2-(2,6-dioxopiperidin-3-yl)-1,3-dioxoisoindolin-4-yl)thio)hexanoylamino)propionic acid